N(=[N+]=[N-])C1=C(C=C(C=C1)C(F)(F)F)Cl 1-Azido-2-chloro-4-(trifluoromethyl)benzene